CC1N(CC2(CCC2)C1)S(=O)(=O)C1=NC=CC=N1 7-Methyl-6-(pyrimidin-2-ylsulfonyl)-6-azaspiro[3.4]octane